C(CC)(=O)O.C(CC)(=O)O.N(CCO)CCO diethanolamine dipropionate